N1-(4-cyclobutylphenyl)cyclohexane-1,4-diamine C1(CCC1)C1=CC=C(C=C1)NC1CCC(CC1)N